4-(2,3-dibromo-6-methoxyphenyl)pyrrolidin-2-one tert-butyl-3-(4-((7-((tert-butoxycarbonyl)amino)heptyl)amino)-1-oxoisoindolin-2-yl)-2,6-dioxopiperidine-1-carboxylate C(C)(C)(C)OC(=O)N1C(C(CCC1=O)N1C(C2=CC=CC(=C2C1)NCCCCCCCNC(=O)OC(C)(C)C)=O)=O.BrC1=C(C(=CC=C1Br)OC)C1CC(NC1)=O